3-Amino-3-(4-benzyl-3,4-dihydro-2H-benzo[b][1,4]thiazin-6-yl)-N,N-dimethylpropanamide NC(CC(=O)N(C)C)C1=CC2=C(SCCN2CC2=CC=CC=C2)C=C1